FC(C1=NC=CC=C1C(=O)NC1=C2C(CC(C2=CC=C1)(C)C)CC(C)C)F 2-(difluoromethyl)-N-(3-isobutyl-1,1-dimethyl-indan-4-yl)-pyridine-3-carboxamide